8-(4-(methoxy)phenyl)-N-(4-(methoxycarbonyl)phenyl)quinazolin-2-amine COC1=CC=C(C=C1)C=1C=CC=C2C=NC(=NC12)NC1=CC=C(C=C1)C(=O)OC